ethyl 6-oxo-1H-pyridazine-5-carboxylate O=C1C(=CC=NN1)C(=O)OCC